CC1=CC(=CS1)C=1CCN(CC1)C(=O)[O-] 4-(5-methylthiophen-3-yl)-3,6-dihydropyridine-1(2H)-carboxylate